methyl 2-(2-chlorophenyl)-2-methylpropionate ClC1=C(C=CC=C1)C(C(=O)OC)(C)C